1-fluoro-4-(2-methoxyethoxy)benzene FC1=CC=C(C=C1)OCCOC